4-((3-cyano-6-cyclopropylpyridin-2-yl)amino)-1H-indazole-1-carboxylic acid tert-butyl ester C(C)(C)(C)OC(=O)N1N=CC2=C(C=CC=C12)NC1=NC(=CC=C1C#N)C1CC1